C(C)C=1C=NNC1 4-ethyl-1H-pyrazole